O1C(COCC1)C=O 1,4-dioxane-2-carbaldehyde